C(C)OC(CN(C)C)=O.C(CCCC)[Si](OC(C)C)(OC(C)C)OC(C)C pentyl-triisopropoxysilane ethyl-N,N-dimethylglycinate